C1(CC1)CN1CCN(CC1)C(=O)NCC(=O)N1[C@@H](C[C@H](C1)F)C(N[C@H](C1=NC=C(C=C1)C(C)C)C1=CC=CC=C1)=O 4-(cyclopropylmethyl)-N-{2-[(2S,4R)-4-fluoro-2-{[(S)-phenyl[5-(propan-2-yl)pyridin-2-yl]methyl]carbamoyl}pyrrolidin-1-yl]-2-oxoethyl}piperazine-1-carboxamide